ClC1=CC=C(O1)C1C(=NN(C1(C(=O)NCC1CN2[C@@H](CO1)CCC2)C)C2=C(C=C(C=C2)F)F)C2=C(C=C(C=C2)F)F 4-(5-Chlorofuran-2-yl)-1,3-bis(2,4-difluorophenyl)-N-(((8aR)-hexahydro-1H-pyrrolo[2,1-c][1,4]oxazin-3-yl)methyl)-5-methyl-4,5-dihydro-1H-pyrazole-5-carboxamide